3,3'-carbonylbis[7-(diethylamino)coumarin] C(=O)(C=1C(OC2=CC(=CC=C2C1)N(CC)CC)=O)C=1C(OC2=CC(=CC=C2C1)N(CC)CC)=O